C1=NC=C(C2=CC=CC=C12)N1C(N(C[C@@H]1C#N)C1=NC=CC(=N1)C(F)(F)F)=O (R)-3-(isoquinolin-4-yl)-2-oxo-1-(4-(trifluoromethyl)pyrimidin-2-yl)imidazoline-4-carbonitrile